2-Aminomethyl-phenyl-N-methyl-methanesulfonamide acetate C(C)(=O)O.NCC1=C(C=CC=C1)CS(=O)(=O)NC